CN1C(=NC=C1)SSC=1N(C=CN1)C 2,2'-dithiobis(1-methyl-1H-imidazole)